CS(=O)(=O)O.N1N=CC=2C1=NC=C(C2)C#CC=2C=C(C(=O)NC1=CC(=CC(=C1)C(F)(F)F)N1N=C(N=C1)C)C=CC2C 3-(2-(1H-pyrazolo[3,4-b]pyridin-5-yl)ethynyl)-4-methyl-N-(3-(3-methyl-1H-1,2,4-triazol-1-yl)-5-(trifluoromethyl)phenyl)benzamide methanesulfonate